C(C)(C)(C)C1C[C@H](CCC1)NC1=NC(=CC(=C1)CN1C[C@@H](O[C@@H](C1)C)C)Br tert-Butyl-(3S)-3-((6-bromo-4-(((2S,6R)-2,6-dimethylmorpholino)methyl)pyridin-2-yl)amino)cyclohexane